FC(C(C(F)(F)F)C1=CC=C(OC2=CC=C(C(=O)OCC)C=C2)C=C1)(F)F ethyl 4-(4-(1,1,1,3,3,3-hexafluoropropan-2-yl)phenoxy)benzoate